(4-amino-1-methyl-1H-pyrazolo[4,3-c]quinolin-8-yl)(3-(benzo[d]thiazol-5-yl)-5-fluoro-3,4-dihydroisoquinolin-2(1H)-yl)methanone NC1=NC=2C=CC(=CC2C2=C1C=NN2C)C(=O)N2CC1=CC=CC(=C1CC2C=2C=CC1=C(N=CS1)C2)F